((3-carbamoyl-6-(2,6-difluorophenyl)pyridazin-4-yl)amino)benzoic acid C(N)(=O)C=1N=NC(=CC1NC1=C(C(=O)O)C=CC=C1)C1=C(C=CC=C1F)F